O1C=NC=C1CNC(=O)N oxazol-5-ylmethylurea